C1(CC1)N1CCN(CC1)C1=NC2=C(N1C(=O)NCCCC1=CC=CC=C1)C=CC=C2 (4-Cyclopropylpiperazin-1-yl)-N-(3-phenylpropyl)-1H-benzo[d]imidazole-1-carboxamide